C(C1=CC=CC=C1)NC(=O)[C@@H]1CC12CCN(CC2)C(=O)OC(C(F)(F)F)C(F)(F)F |r| 1,1,1,3,3,3-hexafluoro-propan-2-yl (±)-1-(benzyl-carbamoyl)-6-azaspiro[2.5]-octane-6-carboxylate